[1,4]thiazino[2,3,4-ij]quinazolin-5-one S1C=CN2C(N=CC3=CC=CC1=C23)=O